C(C1=CC=CC=C1)O[C@@H]1[C@H](O[C@@H]([C@H]([C@H]1OCC1=CC=CC=C1)OCC1=CC=CC=C1)OC)C(COC(C1=CC=CC=C1)(C1=CC=CC=C1)C1=CC=CC=C1)O 1-((2R,3S,4S,5S,6S)-3,4,5-tris(benzyloxy)-6-methoxytetrahydro-2H-pyran-2-yl)-2-(trityloxy)ethan-1-ol